(5-(4-((E)-4-((R)-3-(4-amino-3-(4-phenoxyphenyl)-1H-pyrazolo[3,4-d]pyrimidin-1-yl)piperidin-1-yl)-4-oxobut-2-en-1-yl)piperazin-1-yl)-5-oxopentyl)sulfur NC1=C2C(=NC=N1)N(N=C2C2=CC=C(C=C2)OC2=CC=CC=C2)[C@H]2CN(CCC2)C(/C=C/CN2CCN(CC2)C(CCCC[S])=O)=O